2,5-dihydroxyl-1,3-benzenedisulfonic acid OC1=C(C=C(C=C1S(=O)(=O)O)O)S(=O)(=O)O